(±)-2-[4-[(1S)-1-[(4-chloro-5-methoxy-1-methyl-indole-2-carbonyl)amino]-2-hydroxy-ethyl]phenyl]-2,2-dimethyl-acetic acid ClC1=C2C=C(N(C2=CC=C1OC)C)C(=O)N[C@H](CO)C1=CC=C(C=C1)C(C(=O)O)(C)C |r|